1-(2-(1-methyl-1H-imidazo[1,2-b]pyrazole-7-carbonyl)-2-azaspiro[3.3]heptan-6-yl)-3-(3-(2,2,2-trifluoroethyl)phenyl)urea CN1C=CN2N=CC(=C21)C(=O)N2CC1(C2)CC(C1)NC(=O)NC1=CC(=CC=C1)CC(F)(F)F